tert-butyl 7-(2-((4-cyanophenyl)(3-fluoro-4-methoxybenzyl)amino)ethyl)-5,9-dioxa-2-azaspiro[3.5]nonane-2-carboxylate C(#N)C1=CC=C(C=C1)N(CCC1COC2(CN(C2)C(=O)OC(C)(C)C)OC1)CC1=CC(=C(C=C1)OC)F